C(C)(C)(C)C=1C=C(C2=C(N=C(O2)C(F)(F)F)C1)C(C)(C)C 5,7-di-tert-butyl-2-trifluoromethylbenzo[d]oxazole